[N+](=O)([O-])C1=CC=CC(=N1)C(=O)[O-] 6-nitropyridine-2-carboxylate